ethyl 2-[(1R,5S)-3-[3-[4-(cyclopropylcarbamoyl)-3-(difluoromethoxy)-5-methoxy-phenyl]imidazo[1,2-a]pyridin-7-yl]oxy-8-azabicyclo[3.2.1]octan-8-yl]acetate C1(CC1)NC(=O)C1=C(C=C(C=C1OC)C1=CN=C2N1C=CC(=C2)OC2C[C@H]1CC[C@@H](C2)N1CC(=O)OCC)OC(F)F